FC(S(=O)(=O)[O-])(F)F.OC=1C=CC(=C2C=CC=NC12)C=CC1=[N+](C2=CC=CC=C2C=C1)C 2-[2-(8-Hydroxyquinolin-5-yl)-vinyl]-1-methylquinolinium trifluoromethanesulfonate